ClC=1C(=C(C=CC1)C(N1[C@H](C[C@](CC1)(C(=O)O)CC1=NC(=CC=C1F)NC=1SC=CN1)C)([2H])[2H])F (2S,4S)-1-((3-chloro-2-fluorophenyl)methyl-d2)-4-((3-fluoro-6-(thiazol-2-ylamino)pyridin-2-yl)methyl)-2-methylpiperidine-4-carboxylic acid